6-(4,4,5,5-tetramethyl-1,3,2-dioxaborolan-2-yl)-2-(tricosan-12-yl)-1H-benzo[de]isoquinoline-1,3(2H)-dione CC1(OB(OC1(C)C)C=1C=CC=2C(N(C(C3=CC=CC1C23)=O)C(CCCCCCCCCCC)CCCCCCCCCCC)=O)C